N-(3-methoxy-quinolin-8-yl)-5-methylpyridine-2-sulfonamide COC=1C=NC2=C(C=CC=C2C1)NS(=O)(=O)C1=NC=C(C=C1)C